ClC1=C(C(=CC=C1)Cl)C=1C(C2=C(N=C(N=C2)NC2=CC=C(C=C2)N2CCN(CC2)CCCN(C)C)N(C1)C)=O 6-(2,6-dichlorophenyl)-2-[(4-{4-[3-(dimethylamino)propyl]piperazin-1-yl}phenyl)amino]-8-methylpyrido[2,3-d]pyrimidin-5(8H)-one